N,N-Dimethyl-formamide-d CN(C(=O)[2H])C